Bis-Dodecylether C(CCCCCCCCCCC)OCCCCCCCCCCCC